C(C=C)(=O)NC=1C(=CC(=C(C1)NC1=NC=C(C(=N1)N1CC(C2=NC(=CC=C21)C)(C)C)C(=O)OC(C)C)OC2CC2)N(C)CCN(C)C isopropyl 2-((5-acrylamido-2-cyclopropoxy-4-((2-(dimethylamino)ethyl)(methyl)amino)phenyl)amino)-4-(3,3,5-trimethyl-2,3-dihydro-1H-pyrrolo[3,2-b]pyridin-1-yl)pyrimidine-5-carboxylate